COC1=[N+](C=CC=C1)[O-] 2-methoxypyridine 1-oxide